CC1=CC(=C(C=C1)[Ru](C1=C(C=C(C=C1)C)C(C)C)(Cl)Cl)C(C)C Bis(4-methylisopropylphenyl)ruthenium dichloride